6-chloro-8-(pyridin-4-yl)-9H-purine ClC1=C2N=C(NC2=NC=N1)C1=CC=NC=C1